acryl-4-aminosalicylic acid C(=O)(C=C)OC=1C(C(=O)O)=CC=C(C1)N